2-bromo-4-(3,3-difluoro-4,4-dimethyl-pyrrolidin-1-yl)-7-fluoro-6-methoxy-6,7-dihydropyrazolo[1,5-a]pyrazine BrC1=NN2C(C(=NC(C2F)OC)N2CC(C(C2)(C)C)(F)F)=C1